Benzyl-D-alanine ethyl ester C(C)OC([C@H](NCC1=CC=CC=C1)C)=O